N=1C(CCC1)C=1C=NC=CC1 3-(3,4-dihydro-2H-pyrrol-2-yl)-pyridine